C(C1=CC=CC=C1)C1C(NC(C(N1)=O)CC1=CC=C(C=C1)O)=O 3-Benzyl-6-(4-hydroxybenzyl)-2,5-diketopiperazin